ClC=1C=C(C=2N(N1)C=C(N2)C)C2CC2 6-chloro-8-cyclopropyl-2-methyl-imidazo[1,2-b]pyridazine